4-(((R)-4-((1S,4S)-2-oxa-5-azabicyclo[2.2.1]heptan-5-yl)-1-(phenylthio)butan-2-yl)amino)-3-((trifluoromethyl)sulfonyl)benzenesulfonamide [C@@H]12OC[C@@H](N(C1)CC[C@H](CSC1=CC=CC=C1)NC1=C(C=C(C=C1)S(=O)(=O)N)S(=O)(=O)C(F)(F)F)C2